1-(5-bromo-2-pyridyl)-N-[[3-(2,2,2-trifluoro-1,1-dimethyl-ethyl)-1H-1,2,4-triazol-5-yl]methyl]pyrazole-4-carboxamide BrC=1C=CC(=NC1)N1N=CC(=C1)C(=O)NCC1=NC(=NN1)C(C(F)(F)F)(C)C